C[C@H]1N(CCCC1)C1CCOCC1 (2R,4S)-2-methyl-N-(tetrahydro-2H-pyran-4-yl)piperidin